C(C)OC(=O)C1(CSCC1O)N1C2=NC(=NC(=C2N=C1)SCCC)F (±)-Ethyl-3-(2-fluoro-6-(propylthio)-9H-purin-9-yl)-4-hydroxytetrahydrothiophene-3-carboxylate